(1S,4R)-4-(2-(((2S,4R)-1-((S)-2-acetamido-3,3-dimethylbutyryl)-4-hydroxypyrrolidin-2-carboxamido)methyl)-5-(4-methylthiazol-5-yl)phenoxy)pyrazine-1-carboxylic acid C(C)(=O)N[C@H](C(=O)N1[C@@H](C[C@H](C1)O)C(=O)NCC1=C(ON2C=CN(C=C2)C(=O)O)C=C(C=C1)C1=C(N=CS1)C)C(C)(C)C